C(#N)C1=CC=C(C=C1)C1=CCC(C=C1)(C1=CC=CC=C1)CCCCC 4-cyano-4'-amyl-p-terphenyl